N-((S)-6-Acetamido-1-(methylamino)-1-oxohexan-2-yl)-2-((2S,4R)-4-amino-1-(6-chloroimidazo[1,2-a]pyridin-2-carbonyl)pyrrolidin-2-yl)thiazol-4-carboxamid C(C)(=O)NCCCC[C@@H](C(=O)NC)NC(=O)C=1N=C(SC1)[C@H]1N(C[C@@H](C1)N)C(=O)C=1N=C2N(C=C(C=C2)Cl)C1